BrC=1C=NC(=NC1)C1(CC(C1)C)NS(=O)C(C)(C)C N-((1r,3r)-1-(5-bromopyrimidin-2-yl)-3-methylcyclobutyl)-2-methylpropane-2-sulfinamide